FC1=CC=C(C=C1)N1N=CC2=CC(=CC=C12)N1[C@H]([C@@H](CC1=O)NC(OC(C)(C)C)=O)C1=CC2=C(OCCO2)C=C1 tert-butyl ((trans)-1-(1-(4-fluorophenyl)-1H-indazol-5-yl)-2-(2,3-dihydrobenzo[b][1,4]dioxin-6-yl)-5-oxopyrrolidin-3-yl)carbamate